1-methyl-4-(4-n-hexyl-phenyl)quinoline CN1CC=C(C2=CC=CC=C12)C1=CC=C(C=C1)CCCCCC